CN1C(=NC=C1)S(=O)(=O)Cl 1-methyl-1H-imidazole-2-Sulphonyl chloride